N1(CCCC1)C1CCNCC1 4-pyrrolidin-1-ylpiperidin